The molecule is a cyclodepsipeptide isolated from Jaspis splendens. It has a role as an antineoplastic agent, an animal metabolite and a marine metabolite. It is a cyclodepsipeptide, a member of indoles and an organobromine compound. C[C@@H]\\1C[C@@H](OC(=O)C[C@@H](NC(=O)[C@H](N(C(=O)[C@@H](NC(=O)[C@H](C/C(=C1)/C)C)C)C)CC2=C(NC3=C2C=CC(=C3)Br)Br)C4=CC=C(C=C4)O)C